C(C1=CC=CC=C1)N1N=C(N=C1)C(=O)NC1C(N(C=2N(CC1)N=C(C2)C2CN(C2)C(=O)OC(C)(C)C)C)=O tert-butyl 3-[6-[(1-benzyl-1,2,4-triazole-3-carbonyl)amino]-4-methyl-5-oxo-7,8-dihydro-6H-pyrazolo[1,5-a][1,3]diazepin-2-yl]azetidine-1-carboxylate